16,16-diethoxy-3,5-hexadecadiene C(C)OC(CCCCCCCCCC=CC=CCC)OCC